2,2,2-trichloroethyltri-n-propoxysilane ClC(C[Si](OCCC)(OCCC)OCCC)(Cl)Cl